C1(=CC=CC=C1)C=1N=C2N(C=CN=C2NC2=CC=C(C=C2)N2CCNCC2)C1 phenyl-N-(4-(piperazin-1-yl)phenyl)imidazo[1,2-a]pyrazin-8-amine